NC1=C(C=CC(=C1)Cl)NCC(=O)OC(C)(C)C tert-butyl (2-amino-4-chlorophenyl)glycinate